Cl.Cl.C1(=CC=C(C=C1)C[C@H]1C[C@@H](NC1)C(=O)N[C@H](C(=O)NCC=1C(=NC(=CC1)N)C)C)C1=CC=CC=C1 (2R,4S)-4-([1,1'-biphenyl]-4-ylmethyl)-N-((S)-1-(((6-amino-2-methylpyridin-3-yl)methyl)amino)-1-oxopropan-2-yl)pyrrolidine-2-carboxamide dihydrochloride